BrC1=C(C=C(C=2C1=NSN2)Br)Cl 4,7-dibromo-5-chlorobenzo[1,2,5]Thiadiazole